2-(2-thienyl-methyl-carbamoylamino)-ethyl-ammonium chloride [Cl-].S1C(=CC=C1)NC(=O)N(CC[NH3+])C